2,3,5-tripentyl-beta-D-ribose C(CCCC)[C@@]1([C@H](O)O[C@@H]([C@]1(O)CCCCC)C(O)CCCCC)O